pentalene-4-carboxylic acid ((1S,2S)-2-hydroxy-indan-1-yl)-amide O[C@@H]1[C@H](C2=CC=CC=C2C1)NC(=O)C=1C2=CC=CC2=CC1